FC1(CC(C1)CC(=O)NC(C(=O)O)CCN(CCCCC1=NC=2NCCCC2C=C1)CC(C)OC)F 2-[[2-(3,3-difluorocyclobutyl)acetyl]amino]-4-[[2-methoxypropyl]-[4-(5,6,7,8-tetrahydro-1,8-naphthyridin-2-yl)butyl]amino]butanoic acid